[Si](C)(C)(C(C)(C)C)OC1=CC(=C(CC(NC(CNC=NC(OC(C)(C)C)=O)=O)C(=O)O)C(=C1)C)C 11-(4-((tert-butyldimethylsilyl)oxy)-2,6-dimethylbenzyl)-2,2-dimethyl-4,9-dioxo-3-oxa-5,7,10-triazadodec-5-en-12-oic acid